(2-(6-(difluoromethyl)-2-ethoxypyridin-3-yl)-1,6-naphthyridin-7-yl)methylamine FC(C1=CC=C(C(=N1)OCC)C1=NC2=CC(=NC=C2C=C1)CN)F